C(#N)C1=CC(=C(C=C1C)NC(C)=O)[N+](=O)[O-] N-(4-cyano-5-methyl-2-nitrophenyl)acetamide